NC=1C(=NN(C1C(=O)OCC)C1=C(C=C(C=C1F)CN)F)C(C(F)(F)F)C ethyl 4-amino-1-(4-(aminomethyl)-2,6-difluorophenyl)-3-(1,1,1-trifluoropropan-2-yl)-1H-pyrazole-5-carboxylate